3-chloro-4-((trimethylsilyl)ethynyl)phenol ClC=1C=C(C=CC1C#C[Si](C)(C)C)O